C(CCCCCCCCCCCCCCC)(=O)O.CN1C=NC=C1 3-methylimidazol palmitate